C(C)OC(=O)C=1N=CSC1N(C)C1=NC(=NC=C1[N+](=O)[O-])Cl 5-((2-chloro-5-nitropyrimidin-4-yl)(methyl)amino)thiazole-4-carboxylic acid ethyl ester